C(C1=CC=CC=C1)OC(=O)N[C@H]1CSC2=C(NC1=O)C=C(C=C2)C(=O)OC methyl (3R)-3-(benzyloxycarbonylamino)-4-oxo-3,5-dihydro-2H-1,5-benzothiazepine-7-carboxylate